2-bromo-6-(1-methanesulfonylcyclopropyl)pyridine BrC1=NC(=CC=C1)C1(CC1)S(=O)(=O)C